O=C(NC(CCC(=O)O)C(=O)O)NC(CCCCNC(CCCCCNC(CC)=O)=O)C(=O)O 5,13,20-trioxo-4,6,12,19-tetraazadocosane-1,3,7-tricarboxylic acid